1-((4-hydroxy-3,3-dimethylpiperidin-4-yl)methyl)-5-(oxazol-2-yl)-4-phenylpyridin-2(1H)-one OC1(C(CNCC1)(C)C)CN1C(C=C(C(=C1)C=1OC=CN1)C1=CC=CC=C1)=O